NC1=NNC2=CC=C(C(=C12)C)C1=C(C=C(C=C1)S(=O)(=O)NC1CC(CCC1)O)C 4-(3-amino-4-methyl-1H-indazol-5-yl)-N-(3-hydroxycyclohexyl)-3-methylbenzenesulfonamide